((5-phenylfuran-2-yl)methyl)-thioimidodicarbonic diamide C1(=CC=CC=C1)C1=CC=C(O1)CNC(=S)NC(=O)N